O=C1NC(CCC1C1=C(CN2CCN(CC2)CC2=C(C=C(C=C2)NC(C2=CC(=C(C=C2)C)C#CC2=CN=C3N2N=CC=C3)=O)C(F)(F)F)C=CC=C1)=O N-(4-((4-(2-(2,6-dioxopiperidin-3-yl)benzyl)piperazin-1-yl)methyl)-3-(trifluoromethyl)phenyl)-3-(imidazo[1,2-b]pyridazin-3-ylethynyl)-4-methylbenzamide